1-(2-methoxybenzyl)-6-oxo-1,6-dihydropyrimidine-4-carboxamide COC1=C(CN2C=NC(=CC2=O)C(=O)N)C=CC=C1